(3-oxocyclobutyl) acetate C(C)(=O)OC1CC(C1)=O